5-carboxy-cytosine C(=O)(O)C=1C(=NC(NC1)=O)N